BrC=1C=CC2=C(C1)N(C1=CC(=CC=C1C21C2=CC=CC=C2C=2C=CC=CC12)C1=C(C=C(C=C1NC1=CC=CC=C1)OC1=CC=CC=C1)NC1=CC=CC=C1)C1=CC=CC=C1 (3-bromo-10-phenyl-10H-spiro[acridine-9,9'-fluorene]-6-yl)-5-phenoxy-N1,N3-diphenylbenzene-1,3-diamine